1-Methyl-2-(4-phenoxyphenoxy)ethoxyl-pyridine CC(OC1=NC=CC=C1)COC1=CC=C(C=C1)OC1=CC=CC=C1